pyridine-5-carbaldehyde N1=CC=CC(=C1)C=O